tert-butyl (1-(7-bromo-2-hydrazinylpyrido[2,3-b]pyrazin-3-yl)azetidin-3-yl)(methyl)carbamate BrC1=CC=2C(=NC(=C(N2)NN)N2CC(C2)N(C(OC(C)(C)C)=O)C)N=C1